Dimethylaminopropyl-aminopropylamin CN(C)CCCNCCCN